2-({4-[(2S)-2-(4-chloro-2-fluorophenyl)-2-methyl-2H-1,3-benzodioxol-4-yl]piperidin-1-yl}methyl)-3-(oxolan-3-yl)-5-[5-(trifluoromethyl)-4H-1,2,4-triazol-3-yl]pyridine ClC1=CC(=C(C=C1)[C@@]1(OC2=C(O1)C=CC=C2C2CCN(CC2)CC2=NC=C(C=C2C2COCC2)C2=NN=C(N2)C(F)(F)F)C)F